IC1=CC=C(C=C1)C(=COC(F)(F)F)O[Si](C(C)C)(C(C)C)C(C)C ((1-(4-iodophenyl)-2-(trifluoromethoxy)vinyl)oxy)triisopropylsilane